(S)-tert-butyl (1-(5-bromopyridin-3-yl)but-3-en-1-yl)carbamate BrC=1C=C(C=NC1)[C@H](CC=C)NC(OC(C)(C)C)=O